6-(2,4-dimethylthiazol-5-yl)-2-((1-(6-methyl-3H-pyrrolo[3,2-d]pyrimidin-4-yl)piperidin-4-yl)methyl)pyridazin-3(2H)-one CC=1SC(=C(N1)C)C=1C=CC(N(N1)CC1CCN(CC1)C1=C2C(N=CN1)=CC(=N2)C)=O